S(=O)(=O)(ON1[C@@H]2CC[C@H](N(C1=O)C2)C(NC(CC=2N=CSC2)=O)=N)O (2S,5R)-7-oxo-2-(N-(2-(thiazol-4-yl) acetyl) carbamimidoyl)-1,6-diazabicyclo[3.2.1]octan-6-yl hydrogen sulfate